tert-Butyl 4-[[4-chloro-2-[3-[methyl-(2-methylpyrazolo[1,5-a]pyrimidin-6-yl) carbamoyl]phenyl]-5-(trifluoromethyl)pyrazol-3-yl]methoxy]benzoate ClC1=C(N(N=C1C(F)(F)F)C1=CC(=CC=C1)C(N(C=1C=NC=2N(C1)N=C(C2)C)C)=O)COC2=CC=C(C(=O)OC(C)(C)C)C=C2